2-[(3-{4-[(2,4-dichlorophenoxy)methyl]pyridin-2-yl}-2,5-dihydro-1H-pyrrol-1-yl)methyl]-1-[(1,3-oxazol-5-yl)methyl]-1H-1,3-benzodiazole-6-carboxylic acid ClC1=C(OCC2=CC(=NC=C2)C=2CN(CC2)CC2=NC3=C(N2CC2=CN=CO2)C=C(C=C3)C(=O)O)C=CC(=C1)Cl